CC1CN(CC(C1=O)C)C(=O)OC(C)(C)C tert-butyl 3,5-dimethyl-4-oxopiperidine-1-carboxylate